tert-butyl 3-(4-amino-3-(2-methoxy-2-oxoethyl)phenoxy)azetidine-1-carboxylate NC1=C(C=C(OC2CN(C2)C(=O)OC(C)(C)C)C=C1)CC(=O)OC